P(=O)(OC1=CC=C(C=C1)C[C@H]1C(N([C@H]([C@@H]2N(N(CC(N21)=O)C)C(NCC2=CC=CC=C2)=O)C)CC=2C=CC=C1C=CC=NC21)=O)(O)O 4-({(6S,9S,9aS)-1-(benzylcarbamoyl)-2,9-dimethyl-4,7-dioxo-8-[(quinolin-8-yl)methyl]octahydro-2H-pyrazino[2,1-c][1,2,4]triazin-6-yl}methyl)phenyl dihydrogen phosphate